COC(=O)C1=C(C2=CC=C(C=C2C=C1)C1=CC(=C(C=C1)OCC#C)C12CC3CC(CC(C1)C3)C2)C Methyl-6-(3-(adamantan-1-yl)-4-(prop-2-yn-1-yloxy)phenyl)-2-naphthoic acid methyl ester